4,4-diethoxy-3,8-dioxa-12-aza-4-silatriacontan C(C)O[Si](OCC)(CCCOCCCNCCCCCCCCCCCCCCCCCC)OCC